tert-butyl (S)-4-(3-(2,6-bis(benzyloxy)pyridin-3-yl)-1-methyl-1H-indazol-6-yl)-2-(hydroxymethyl)piperazine-1-carboxylate C(C1=CC=CC=C1)OC1=NC(=CC=C1C1=NN(C2=CC(=CC=C12)N1C[C@H](N(CC1)C(=O)OC(C)(C)C)CO)C)OCC1=CC=CC=C1